22-Chloro-5,7-difluoro-23-methoxy-20-oxa-2λ6-thia-3,19-diazapentacyclo[16.5.2.14,8.09,14.021,25]hexacosa-1(24),4(26),5,7,9,11,13,18,21(25),22-decaene 2,2-dioxide ClC=1C=2ON=C3CCCC4=CC=CC=C4C4=C(C=C(C(NS(C(C1OC)=CC23)(=O)=O)=C4)F)F